ClCCCNC1=C(C=CC=C1)[N+](=O)[O-] N-(3-chloropropyl)-2-nitroaniline